1-((2S,5R)-5-((3-chloro-6-((1-ethyl-1H-pyrazol-4-yl)amino)-1H-pyrazolo[3,4-d]pyrimidin-4-yl)(methyl)amino)-2-methylpiperidin-1-yl)prop-2-en-1-one ClC1=NNC2=NC(=NC(=C21)N([C@@H]2CC[C@@H](N(C2)C(C=C)=O)C)C)NC=2C=NN(C2)CC